6-(4-((1H-indazol-5-yl)amino)thieno[3,2-d]pyrimidin-2-yl)-N-(pyridazin-4-yl)-1H-indole-2-carboxamide N1N=CC2=CC(=CC=C12)NC=1C2=C(N=C(N1)C1=CC=C3C=C(NC3=C1)C(=O)NC1=CN=NC=C1)C=CS2